OC1=C(C=C(C(=O)O)C=C1)C(C)C 4-hydroxy-3-isopropylbenzoic acid